COC(\C=C/C(=O)OC)=O (Z)-but-2-enedioic acid dimethyl ester